C(C)(C)(C)OC(=O)N1CCC(CC1)C=1C=NC=C(C1)[C@](C1=CC=C(C=C1)C(C)C)(O)C1(CN(C1)C)C 5-[(R)-(1,3-Dimethyl-azetidin-3-yl)-hydroxy-(4-isopropyl-phenyl)-methyl]-3',4',5',6'-tetrahydro-2'H-[3,4']bipyridinyl-1'-carboxylic acid tert-butyl ester